(2R,4R)-1-(3-chloro-2-fluorobenzyl)-4-((3-fluoro-6-((5-methyl-1H-pyrazol-3-yl)amino)-4-(3-methyloxetan-3-yl)pyridin-2-yl)methyl)-2-methylpiperidine-4-carboxylic acid ClC=1C(=C(CN2[C@@H](C[C@@](CC2)(C(=O)O)CC2=NC(=CC(=C2F)C2(COC2)C)NC2=NNC(=C2)C)C)C=CC1)F